CN(C1CC(C1)C=1SC2=C(N1)C=C(C=C2)C2=NC[C@H](CC2)C)C (S)-N,N-dimethyl-3-(5-(5-methyl-3,4,5,6-tetrahydropyridin-2-yl)benzo[d]thiazol-2-yl)Cyclobutanamine